1-(2-amino-2-methylpropyl)-2-(ethoxymethyl)-1H-imidazo[4,5-c]quinolin-4-amine NC(CN1C(=NC=2C(=NC=3C=CC=CC3C21)N)COCC)(C)C